CC(O)C1=NC(=CC(=C1)Cl)Cl Methyl(4,6-dichloro-2-pyridyl)methanol